methyl (2S)-2-pyrazolo[1,5-a]pyrimidin-6-yloxypropanoate N1=CC=C2N1C=C(C=N2)O[C@H](C(=O)OC)C